C12C(CCC(C1)CC[Si](OC)(OC)OC)O2 5-epoxycyclohexylethyltrimethoxysilane